4-[2-(5-Bromo-quinoxalin-6-ylamino)-4,5-dihydro-imidazol-1-yl]-4-oxo-butyric acid (S)-1-((S)-1-allyloxycarbonyl-ethoxycarbonyl)-ethyl ester C(C=C)OC(=O)[C@H](C)OC(=O)[C@H](C)OC(CCC(=O)N1C(=NCC1)NC=1C(=C2N=CC=NC2=CC1)Br)=O